COC=1C=C(C=CC1OC)NC1=NC(=NC=2C=NNC(C21)=O)N2CCC(CC2)CC#N 2-(1-(4-((3,4-dimethoxyphenyl)amino)-5-oxo-5,6-dihydropyrimido[4,5-d]pyridazin-2-yl)piperidin-4-yl)acetonitrile